N-(4-bromophenyl)-3,5-dichloro-2-hydroxybenzoamide BrC1=CC=C(C=C1)NC(C1=C(C(=CC(=C1)Cl)Cl)O)=O